1-(((1-(2-hydroxyethyl)azetidin-3-yl)carbamoyl)oxy)-3-(palmitoyloxy)propan-2-yl oleate C(CCCCCCC\C=C/CCCCCCCC)(=O)OC(COC(NC1CN(C1)CCO)=O)COC(CCCCCCCCCCCCCCC)=O